Cl.O1C[C@H](CCC1)N (3S)-oxacyclohexane-3-amine hydrochloride